lactose hydrochloride Cl.OC1[C@H](O)[C@@H](O)[C@H](O[C@H]2[C@H](O)[C@@H](O)[C@@H](O)[C@H](O2)CO)[C@H](O1)CO